NC=1C2=C(N(C(C1C=1C=NC(=CC1)OC)=O)C1=CC=C(C=C1)OC(F)F)C=C(S2)C2CC2 7-amino-4-(4-(difluoromethoxy)phenyl)-2-cyclopropyl-6-(6-methoxypyridin-3-yl)thieno[3,2-b]pyridin-5(4H)-one